R-2-methyl-valeric acid C[C@@H](C(=O)O)CCC